N-allyl-N,N-bis(trimethylsilyl)amine C(C=C)N([Si](C)(C)C)[Si](C)(C)C